bis(3,4-bismaleimidophenyl)methane C1(C=CC(N1C=1C=C(C=CC1N1C(C=CC1=O)=O)CC1=CC(=C(C=C1)N1C(C=CC1=O)=O)N1C(C=CC1=O)=O)=O)=O